[Na+].[Na+].C(C)(=O)OP(=O)([O-])[O-].N1OC(CCO1)N1C(C2(CCOCC2)C2=CC=C(C=C12)N1CCN(CC1)CC(=O)N)=O 2-(4-(1-(2,6-dioxapiperidin-3-yl)-2-oxo-2',3',5',6'-tetrahydrospiro[indolin-3,4'-pyran]-6-yl)piperazin-1-yl)acetamide acetyl-phosphate disodium salt